N-ethyl-5-(tetrahydro-2H-pyran-4-yl)-N-(2,2,2-trifluoro-1-(4-fluorophenyl)ethyl)thiophene-2-sulfonamide C(C)N(S(=O)(=O)C=1SC(=CC1)C1CCOCC1)C(C(F)(F)F)C1=CC=C(C=C1)F